FC1=C(C=CC(=C1)C)N(C(=O)[C@H]1N(S(CC1)(=O)=O)C1=NC(=CC(=C1)C(F)(F)F)C)C (S)-N-(2-fluoro-4-methylphenyl)-N-methyl-2-(6-methyl-4-(trifluoromethyl)pyridin-2-yl)isothiazolidine-3-carboxamide 1,1-dioxide